2-(2,5-difluorophenoxy)-6-azaspiro[3.5]nonane FC1=C(OC2CC3(C2)CNCCC3)C=C(C=C1)F